4-((8-isopropyl-2-methylpyrazolo[1,5-a][1,3,5]triazin-4-yl)amino)piperidine-1-carboxylic acid tert-butyl ester C(C)(C)(C)OC(=O)N1CCC(CC1)NC1=NC(=NC=2N1N=CC2C(C)C)C